ClC1=CC(=C(C(=O)O)C=C1)N[C@H](C)C=1C=C(C=C2C(N(C(=NC12)N1CCOCC1)C)=O)C (R)-4-chloro-2-((1-(3,6-dimethyl-2-morpholino-4-oxo-3,4-dihydroquinazolin-8-yl)ethyl)amino)benzoic acid